2-(4-(3-isopropyl-2-(2-methylpyridin-4-yl)-1H-indol-5-yl)piperidin-1-yl)-N,N-dimethyl-2-oxoacetamide C(C)(C)C1=C(NC2=CC=C(C=C12)C1CCN(CC1)C(C(=O)N(C)C)=O)C1=CC(=NC=C1)C